di-(2-cyanoethyl)amine C(#N)CCNCCC#N